ClC1=CC=C(C=C1)C1=C(N=C(N1)C1=CC=C(NCC2=NC=CC=C2)C=C1)C 4-(5-(4-chlorophenyl)-4-methyl-1H-imidazol-2-yl)-N-(pyridin-2-ylmethyl)aniline